4-((3R,4R)-4-((5-methoxy-7-methyl-1H-indol-4-yl)oxy)-1-(2,2,2-trifluoroethyl)piperidin-3-yl)benzoic acid COC=1C(=C2C=CNC2=C(C1)C)O[C@H]1[C@@H](CN(CC1)CC(F)(F)F)C1=CC=C(C(=O)O)C=C1